C(C)N1C[C@@H](CCC1)NC=1N=NC(=C(N1)C)C1=C(C=C(C=C1)F)O 2-[3-[[(3R)-1-Ethyl-3-piperidyl]amino]-5-methyl-1,2,4-triazin-6-yl]-5-fluoro-phenol